(9Z,12Z)-1-(3-(1H-Indol-3-yl)pyrrolidin-1-yl)octadeca-9,12-dien-1-one N1C=C(C2=CC=CC=C12)C1CN(CC1)C(CCCCCCC\C=C/C\C=C/CCCCC)=O